OC=1C=C(C(=O)[O-])C=C(C1O)[N+](=O)[O-] 3,4-dihydroxy-5-nitrobenzoate